CC1=C(C(=CC=C1)C)C1=CC=NC2=CC(=CC=C12)O[C@@H](C(=O)N1CC(CCC1)S(=O)(=O)N)C |r| 1-[rac-(2R)-2-[[4-(2,6-dimethylphenyl)-7-quinolyl]oxy]propanoyl]piperidine-3-sulfonamide